BrC=1C(=NC(=NC1)NC1=C(C=C(C(=C1)C)N1CCC(CC1)N1CCN(CC1)C)OC)NC1=C(C=C(C=C1)C)P(C)(C)=O (2-((5-bromo-2-((2-methoxy-5-methyl-4-(4-(4-Methylpiperazin-1-yl)piperidin-1-yl)phenyl)amino)pyrimidin-4-yl)amino)-5-methylphenyl)dimethylphosphorus oxide